5-(4-(chloromethyl)oxazol-2-yl)-2-methoxybenzonitrile ClCC=1N=C(OC1)C=1C=CC(=C(C#N)C1)OC